2-ethoxy-4-(methoxymethyl)phenol C(C)OC1=C(C=CC(=C1)COC)O